C1(CCCCC1)C=1N(N=C2C(=CC(=CC12)C1=NC(=NC=C1F)NC1=NC=C(C=C1)CN1CCNCC1)F)C 4-(3-cyclohexyl-7-fluoro-2-methyl-2H-indazol-5-yl)-5-fluoro-N-(5-(piperazin-1-ylmethyl)pyridin-2-yl)pyrimidin-2-amine